C(CCC)#N butannitril